C1(=CC=CC=C1)C1=NC=CC=C1.C1(=CC=CC=C1)C1=NC=CC=C1.[Ir+] iridium (1+) bis(2-phenylpyridine)